6-Chloro-2-ethyl-imidazo[1,2-a]-pyrimidine-3-carboxylic acid ClC=1C=NC=2N(C1)C(=C(N2)CC)C(=O)O